vinyl-2-epoxybutyl acrylate C(C=C)(=O)OC(C)C1C(O1)C=C